ClCCCC1=C2C(=NC=3C=C4C(=CC13)OCO4)C4=CC1=C(C(N4C2)=O)COC([C@]1(O)CC)=O (S)-14-(3-chloropropyl)-7-ethyl-7-hydroxy-10,13-dihydro-11H-[1,3]dioxolo[4,5-g]pyrano[3',4':6,7]indolizino[1,2-B]quinoline-8,11(7H)-dione